1-(((S)-7-((2S,4R)-4-Amino-2-phenylpiperidine-1-carbonyl)-7-azaspiro[4.5]decan-10-yl)methyl)-4-phenylpyridin-2(1H)-one N[C@H]1C[C@H](N(CC1)C(=O)N1CC2(CCCC2)[C@H](CC1)CN1C(C=C(C=C1)C1=CC=CC=C1)=O)C1=CC=CC=C1